2-(3-bromo-2-fluoro-4-(trifluoromethyl)phenyl)-4,4,5,5-tetramethyl-1,3,2-dioxaborolane BrC=1C(=C(C=CC1C(F)(F)F)B1OC(C(O1)(C)C)(C)C)F